CC1=C(C=C(C=C1)NC1CN(C1)C(=O)OC(C)(C)C)C(N[C@H](C)C1=CC=CC2=CC=CC=C12)=O tert-butyl (R)-3-((4-methyl-3-((1-(naphthalen-1-yl)ethyl)carbamoyl)phenyl)amino)azetidine-1-carboxylate